Cl.O1C=NC2=C1C=C(C=C2)CN benzo[d]oxazol-6-ylmethanamine hydrochloride